C1(=CC=CC=C1)SC=1NC2=CC=CC=C2C1 phenylthioindole